Cl.NC(N)N Tris-aminomethane hydrochloride